(4-phenyl-1,3-thiazol-2-yl)carbamic acid C1(=CC=CC=C1)C=1N=C(SC1)NC(O)=O